1H-inden-2(3H)-one C1C(CC2=CC=CC=C12)=O